FC=1C=C(C=C(C1N1C(N(CC1)C)=O)F)C1=C(C(=CC(=C1)F)C1=CC(=NC=C1)N1CCN(CC1)C(=O)OC(C)(C)C)OC tert-butyl 4-(4-(3',5,5'-trifluoro-2-methoxy-4'-(3-methyl-2-oxoimidazolidin-1-yl)-[1,1'-biphenyl]-3-yl)pyridin-2-yl)piperazine-1-carboxylate